dibutyl-aluminum laurate C(CCCCCCCCCCC)(=O)[O-].C(CCC)[Al+]CCCC